ClC1=CC=C(C=C1)C1(C(C(OC2=C1N(C=1C=CC=CC12)C)=O)C(F)(F)F)C1=CC=CC=C1 4-(4-chlorophenyl)-5-methyl-4-phenyl-3-trifluoromethyl-indolopyranone